3-(1-oxo-5-(1-(quinoxalin-6-ylmethyl)piperidin-4-yl)isoindolin-2-yl)piperidine-2,6-dione O=C1N(CC2=CC(=CC=C12)C1CCN(CC1)CC=1C=C2N=CC=NC2=CC1)C1C(NC(CC1)=O)=O